FC=1C(=C(C=CC1F)[C@H]1[C@@H](O[C@]([C@H]1C)(C(F)(F)F)C)C(=O)NC1=CC(=NC=C1)C(=O)OC)OCCOC |r| Methyl rac-4-((2R,3S,4S,5R)-3-(3,4-difluoro-2-(2-methoxyethoxy)phenyl)-4,5-dimethyl-5-(trifluoromethyl)tetrahydrofuran-2-carboxamido)picolinate